6-fluoro-2-quinolineacetamide FC=1C=C2C=CC(=NC2=CC1)CC(=O)N